The molecule is a glycosyloxyflavone that is kaempferol attached to a alpha-L-arabinopyranosyl residue at position 3 and a alpha-L-rhamnopyranosyl residue at position 7 via glycosidic linkages. Isolated from the aerial parts of Vicia faba and Lotus edulis, it exhibits inhibitory activity against topoisomerase I and II. It has a role as a metabolite, an EC 5.99.1.2 (DNA topoisomerase) inhibitor, an EC 5.99.1.3 [DNA topoisomerase (ATP-hydrolysing)] inhibitor and a plant metabolite. It is a glycosyloxyflavone, an alpha-L-rhamnoside, an alpha-L-arabinopyranoside and a dihydroxyflavone. It derives from a kaempferol. C[C@H]1[C@@H]([C@H]([C@H]([C@@H](O1)OC2=CC(=C3C(=C2)OC(=C(C3=O)O[C@H]4[C@@H]([C@H]([C@H](CO4)O)O)O)C5=CC=C(C=C5)O)O)O)O)O